ONC(CCCCN([C@H]1CCCC=2C=CC=NC12)CC1=NC=CC2=CC=CC=C12)=O (S)-N-hydroxy-5-((isoquinolin-1-ylmethyl)(5,6,7,8-tetrahydroquinolin-8-yl)amino)pentanamide